[Ir+3].C1(=CC(=CC=C1)N1C(=NN=C1C(C)C)C1=CC=CC=C1)C1=CC=CC=C1 [4-(3-biphenylyl)-5-isopropyl-3-phenyl-4H-1,2,4-triazole] iridium (III)